ON1C(C=CC(=C1)[N+](=O)[O-])=O 1-hydroxy-5-nitro-2(1H)-Pyridinone